ethyl (S)-6-(((cis)-3,3-difluoro-6-oxohexahydropyrrolo[3,4-b]pyrrol-1(2H)-yl)methyl)-4-(3-fluoro-2-methylphenyl)-2-(thiazol-2-yl)-1,4-dihydropyrimidine-5-carboxylate FC1([C@H]2[C@@H](N(C1)CC1=C([C@@H](N=C(N1)C=1SC=CN1)C1=C(C(=CC=C1)F)C)C(=O)OCC)C(NC2)=O)F